O1C=NC2=C1C=C(C=C2)CC(=O)NC2=CCN(C=C2)C(C)(C)C 4-[[2-(1,3-Benzoxazol-6-yl)acetyl]amino]-N-tert.-butyl-pyridin